(1S,3S)-3-((5-(5-((((Benzyloxy)carbonyl)amino)methyl)-1-methyl-1H-pyrazol-4-yl)-3-methylpyrazin-2-yl)oxy)cyclohexan C(C1=CC=CC=C1)OC(=O)NCC1=C(C=NN1C)C=1N=C(C(=NC1)OC1CCCCC1)C